[C@H]1(C(C)O1)O (S)-epoxypropanol